ClC=1C=C(C=C(C1)NS(=O)(=O)C)NC(=O)C=1SC=C(C1C)C1=NC=CC=C1C N-(3-chloro-5-(methylsulfonamido)phenyl)-3-methyl-4-(3-methylpyridin-2-yl)thiophene-2-carboxamide